N[C@H]1CN(CC[C@H]1F)C=1C=CC(=NC1)C1=C(C=CC=C1)F 5-((3S,4R)-3-amino-4-fluoropiperidin-1-yl)-2-(2-fluorophenyl)pyridin